1-[1-(5-chloro-2-hydroxyphenyl)piperidin-3-yl]-5-(difluoromethyl)-1H-pyrazole-4-carboxylic acid ethyl ester C(C)OC(=O)C=1C=NN(C1C(F)F)C1CN(CCC1)C1=C(C=CC(=C1)Cl)O